Methyl-d3 3-(2-chloro-6-fluorophenyl)-5-(1-(3-chlorophenyl)-5-(trifluoromethyl)-1H-pyrazol-4-yl)isoxazole-4-carboxylate ClC1=C(C(=CC=C1)F)C1=NOC(=C1C(=O)OC([2H])([2H])[2H])C=1C=NN(C1C(F)(F)F)C1=CC(=CC=C1)Cl